ClC=1C=C(N)C=C(C1OC1=NC=C(C(=C1)SCC1=CC=C(C=C1)OC)OC)Cl 3,5-dichloro-4-[[5-methoxy-4-[(4-methoxyphenyl)methylsulfanyl]-2-pyridyl]oxy]aniline